COC1=CC=C(CN(C2=CC(=C(C(=N2)C2=C(C=3NC(NC(C3C=N2)=O)=O)F)C(F)(F)F)C)CC2=CC=C(C=C2)OC)C=C1 7-(6-(bis(4-methoxybenzyl)amino)-4-methyl-3-(trifluoromethyl)pyridin-2-yl)-8-fluoropyrido[4,3-d]Pyrimidine-2,4(1H,3H)-dione